4-chloro-N-(2,6-dichlorophenyl)-1-((2-(trimethylsilyl)ethoxy)methyl)-1H-pyrrolo[2,3-b]pyridine-5-carboxamide ClC1=C2C(=NC=C1C(=O)NC1=C(C=CC=C1Cl)Cl)N(C=C2)COCC[Si](C)(C)C